Cis-(1S,2S)-1-(2-chlorophenyl)-N1-methyl-N2-[3-(pyrrolidin-1-yl)propyl]-cyclohexane-1,2-diamine trihydrochloride Cl.Cl.Cl.ClC1=C(C=CC=C1)[C@@]1([C@H](CCCC1)NCCCN1CCCC1)NC